ClC1=CC=C(C=C1)[C@H](CC1=NOC(=N1)CN1C(N(C(=CC1=O)C(=O)OC)C)=O)O methyl 1-({3-[(2S)-2-(4-chlorophenyl)-2-hydroxyethyl]-1,2,4-oxadiazol-5-yl}methyl)-3-methyl-2,6-dioxo-1,2,3,6-tetrahydropyrimidine-4-carboxylate